OC(CCC)C1=CC(=C(C=N1)C=1C=NC2=CC(=NC=C2C1)NC(C)=O)C N-(3-(6-(1-hydroxybutyl)-4-methylpyridin-3-yl)-1,6-naphthyridin-7-yl)acetamide